5-formyl-4-methoxymethyl-pyridineamide C(=O)C=1C(=CC(=NC1)C(=O)N)COC